ClC1=C2C(=NN(C2=CC=C1)S(=O)(=O)C1=CC=C(C=C1)C)N1[C@H](CC(C1)(F)F)CO [(2R)-1-[4-chloro-1-(p-tolylsulfonyl)indazol-3-yl]-4,4-difluoro-pyrrolidin-2-yl]methanol